COC1=C(C=C(C(=C1)OC)OC)C1CC(CC(C1)=O)=O 5-(2,4,5-trimethoxyphenyl)-1,3-cyclohexanedione